(S)-2-(3,4-dichloro-phenyl)piperidine ClC=1C=C(C=CC1Cl)[C@H]1NCCCC1